ethyl 4-[(4-methoxyphenyl)methyl]-7-oxo-2-(4-phenoxyphenyl)-4,5,6,7-tetrahydro-2H-pyrazolo[4,3-b]pyridine-3-carboxylate COC1=CC=C(C=C1)CN1C=2C(C(CC1)=O)=NN(C2C(=O)OCC)C2=CC=C(C=C2)OC2=CC=CC=C2